2-amino-4-(benzo[d][1,3]dioxol-5-yl)-6-(2,5-dimethylphenyl)nicotinonitrile NC1=C(C#N)C(=CC(=N1)C1=C(C=CC(=C1)C)C)C1=CC2=C(OCO2)C=C1